ClC1=NN=C(C2=CC(=CC=C12)Cl)Cl 1,4,6-trichlorophthalazine